S-(6-bromo-4-methylpyridin-3-yl) O-ethyl carbonodithioate C(OCC)(=S)SC=1C=NC(=CC1C)Br